C(\C=C\C(=O)OCC)(=O)OCC trans-diethyl maleate